C(C)(C)(C)C1N(CC[C@@H]([C@@H]1F)N)C(=O)O.C(C(=C)C)(=O)OC1=CC=C(C[C@H](N(CC(=O)O)CC(=O)O)C(=O)O)C=C1 O-methacryloyl-N,N-bis-carboxymethyl-tyrosine tert-butyl-(3S,4S)-4-amino-3-fluoropiperidine-1-carboxylate